2-(3-chloro-4'-ethoxy-[1,1'-biphenyl]-4-yl)-6-fluoroquinoline-4-carboxylic acid ClC=1C=C(C=CC1C1=NC2=CC=C(C=C2C(=C1)C(=O)O)F)C1=CC=C(C=C1)OCC